ClC1(C(C1)C=1NC=C(N1)CC1=CC=NC=C1)F 4-((2-(2-chloro-2-fluorocyclopropyl)-1H-imidazol-4-yl)methyl)pyridine